N1(CCCC1)C1=C(C=NC=C1)N1S(C2=C(C1)C(=CC=C2)F)(=O)=O N-(4-(pyrrolidin-1-yl)pyridin-3-yl)-4-fluorobenzo[d]isothiazol-1,1-dioxide